FC1=CC=C(C=C1)C(=O)C=1N=C(N(C1)S(=O)(=O)C1=CC=CC=C1)C1=CC=C(C=C1)C (4-fluorophenyl)(1-(benzenesulfonyl)-2-(p-tolyl)-1H-imidazol-4-yl)methanone